(3ar,5r,6ar)-5-(((tert-butyldiphenylsilyl)oxy)-methyl)-2,2-dimethyl-6-(prop-1-yn-1-yl)tetrahydrofurano[2,3-d][1,3]dioxol-6-ol [Si](C1=CC=CC=C1)(C1=CC=CC=C1)(C(C)(C)C)OC[C@@H]1C([C@@H]2[C@@H](OC(O2)(C)C)O1)(O)C#CC